C(C=C)(=O)N1C(CNCC1)C(=O)N 1-prop-2-enoyl-piperazine-2-carboxamide